(S)-N-acetoxy-5-(((tert-butylsulfinyl)amino)methyl)-2-(trifluoromethyl)thiophene-3-carboxamidine C(C)(=O)ONC(=N)C1=C(SC(=C1)CN[S@@](=O)C(C)(C)C)C(F)(F)F